1,4-Piperazinedipropanol N1(CCN(CC1)CCCO)CCCO